cesium-molybdenum trioxide [Mo](=O)(=O)=O.[Cs]